COCNC(=O)C1=NN(C=C1OC=1C(=NC=CC1)[N+](=O)[O-])C=1C=NC=CC1 N-(methoxymethyl)-4-((2-nitropyridin-3-yl)oxy)-1-(pyridin-3-yl)-1H-pyrazole-3-carboxamide